3-(methoxymethyl)-1,2,3,5,6,7-hexahydro-s-indacen-4-amine COCC1CCC=2C=C3CCCC3=C(C12)N